Pyridazinethion N=1NC(C=CC1)=S